((2-fluoro-4-methylphenyl)sulfonyl)-L-proline FC1=C(C=CC(=C1)C)S(=O)(=O)N1[C@@H](CCC1)C(=O)O